CC1=CC(=NC=C1C=1N=CC2=CC(=NC=C2C1)NC)[C@@H](CCC=C)O (1R)-1-{4-methyl-5-[7-(methylamino)-2,6-naphthyridin-3-yl]pyridin-2-yl}pent-4-en-1-ol